2-(1-methyl-1H-pyrazol-4-yl)-3-[1-(triphenylmethyl)-1H-imidazol-4-yl]cyclopropaneN CN1N=CC(=C1)C1=CC1C=1N=CN(C1)C(C1=CC=CC=C1)(C1=CC=CC=C1)C1=CC=CC=C1